4-[2-chloro-4-[[5-[4-(cyanomethoxy)-2,3-difluoro-phenyl]-1-methyl-imidazole-2-carbonyl]amino]benzoyl]-N-[(3R,4R)-4-hydroxypyrrolidin-3-yl]piperazine-1-carboxamide formate C(=O)O.ClC1=C(C(=O)N2CCN(CC2)C(=O)N[C@@H]2CNC[C@H]2O)C=CC(=C1)NC(=O)C=1N(C(=CN1)C1=C(C(=C(C=C1)OCC#N)F)F)C